(4,4-difluoropiperidin-1-yl)(6-(2-methyl-2H-pyrazolo[3,4-b]pyridin-5-yl)quinolin-3-yl)methanone FC1(CCN(CC1)C(=O)C=1C=NC2=CC=C(C=C2C1)C1=CC=2C(N=C1)=NN(C2)C)F